NC=1C2=C(N=CN1)N(C=C2C=2C=C1CCN(C1=CC2)C(CC2=CC(=CC=C2)OC(F)(F)F)=O)CCCNC(CCCCCCCCNC(OC(C)(C)C)=O)=O tert-butyl (9-((3-(4-amino-5-(1-(2-(3-(trifluoromethoxy)phenyl)acetyl)indolin-5-yl)-7H-pyrrolo[2,3-d]pyrimidin-7-yl)propyl)amino)-9-oxononyl)carbamate